C(C)(C)(C)C=1C=C(C=C(C1O)C)CCC(=O)OCC(C)(C)C1OCC2(CO1)COC(OC2)C(COC(CCC2=CC(=C(C(=C2)C)O)C(C)(C)C)=O)(C)C 3,9-bis[2-{3-(3-tertiarybutyl-4-hydroxy-5-methylphenyl)propionyloxy}-1,1-dimethylethyl]-2,4,8,10-tetraoxaspiro[5.5]undecane